Cl.N1C(=NC=C1)CN (1H-imidazol-2-yl)meth-anamine hydrochloride